N[C@H](C(=O)N1CCC(CC1)C1=C(N(C=C1)S(N)(=O)=O)C(=O)O)C 3-[1-[(2S)-2-Aminopropanoyl]-4-piperidyl]-1-sulfamoyl-pyrrole-2-carboxylic acid